3-((2-methyl-5-(propan-2-ylidene)cyclohexyl)thio)propanenitrile CC1C(CC(CC1)=C(C)C)SCCC#N